2-[(2R)-3-(3,4-dihydro-1H-isoquinolin-2-yl)-2-hydroxy-propyl]-6-[4-[2-(dimethylamino)ethoxy]-1-piperidinyl]-3,4-dihydroisoquinolin-1-one C1N(CCC2=CC=CC=C12)C[C@H](CN1C(C2=CC=C(C=C2CC1)N1CCC(CC1)OCCN(C)C)=O)O